CO[Si](N(C)C)(OC)OC trimethoxydimethylaminosilane